C(C)S(=O)(=O)OC1=C(C=CC=C1)NC(=O)NC1=CC=C(C=C1)OS(=O)(=O)C1=CC=C(C)C=C1 N-[2-(ethanesulfonyloxy)phenyl]-N'-[4-(p-toluenesulfonyloxy)phenyl]urea